trimethylphosphite COP(OC)OC